[3,4'-bipyridine]-2'-carbohydrazide N1=CC(=CC=C1)C1=CC(=NC=C1)C(=O)NN